1-phenethylquinoxaline-2(1H)-one C(CC1=CC=CC=C1)N1C(C=NC2=CC=CC=C12)=O